C(C)OP(=O)(OCC)C1=NN(C=C1)C(=O)OC(C)(C)C tert-butyl 3-(diethoxyphosphoryl)-1H-pyrazole-1-carboxylate